ONC(=O)C=1C=CC2=C(OC(C(N2CC2=CC=C(C=C2)S(=O)(=O)C)=O)C)C1 N-hydroxy-2-methyl-4-(4-(methylsulfonyl)benzyl)-3-oxo-3,4-dihydro-2H-benzo[b][1,4]oxazine-7-carboxamide